6-[5-(5-chloro-2-fluoro-phenyl)-1H-triazol-4-yl]-3-[4-(4-methylpiperazin-1-yl)-1-piperidyl]quinoline ClC=1C=CC(=C(C1)C1=C(N=NN1)C=1C=C2C=C(C=NC2=CC1)N1CCC(CC1)N1CCN(CC1)C)F